CC=1N=C2SC=CN2C1C(=O)O 6-methylimidazo[2,1-B][1,3]thiazole-5-carboxylic acid